fluorenyl taurate NCCS(=O)(=O)OC1=CC=CC=2C3=CC=CC=C3CC12